C(C)OC(=O)C=1OC2=C(C1C)C=C(C=C2)S(N(CC)C2=C(C=C(C=C2)Cl)CN(CC=2SC(=CC2)Br)C(C2=C(C=CC=C2)Cl)=O)(=O)=O 5-(N-(4-Chloro-2-((2-chloro-N-((5-bromothiophen-2-yl)methyl)benzoylamino)methyl)phenyl)-N-ethylsulfamoyl)-3-methyl-benzofuran-2-carboxylic acid ethyl ester